4-[5-(1-isobutylpyrazol-4-yl)benzimidazol-1-yl]-2,6-dimethoxy-N-(2,2,2-trifluoroethyl)benzamide C(C(C)C)N1N=CC(=C1)C1=CC2=C(N(C=N2)C2=CC(=C(C(=O)NCC(F)(F)F)C(=C2)OC)OC)C=C1